7-oxo-5-phenyl-5,6-dihydropyrrolo[1,2-b][1,2,4]triazole-2-carboxylic acid ethyl ester C(C)OC(=O)C=1N=C2N(N1)C(CC2=O)C2=CC=CC=C2